C(C)(C)(C)OC(=O)N1CC(CC1)(C(=O)O)CNC(=O)OC(C)(C)C 1-(tert-butoxycarbonyl)-3-(((tert-butoxycarbonyl)amino)methyl)pyrrolidine-3-carboxylic acid